2-{3-[(4-methane-sulfonyl-2-methoxy-phenyl)amino]prop-1-yn-1-yl}-N-{2-oxaspiro[3.3]heptan-6-yl}-1-(2,2,2-trifluoroethyl)-1H-indol-4-amine CS(=O)(=O)C1=CC(=C(C=C1)NCC#CC=1N(C=2C=CC=C(C2C1)NC1CC2(COC2)C1)CC(F)(F)F)OC